2-[3'-tert.-butyl-2'-hydroxy-5'-(2-octyloxycarbonylethyl)phenyl]benzotriazole C(C)(C)(C)C=1C(=C(C=C(C1)CCC(=O)OCCCCCCCC)N1N=C2C(=N1)C=CC=C2)O